BrC1=CC=C(C=C1)C=1N(C2=CC=C(C=C2C1C)O)CC1=CC=C(C=C1)OCCOCCOCCOCC(=O)O 1-(4-[[2-(4-bromophenyl)-5-hydroxy-3-methyl-1H-indol-1-yl]methyl]phenyl)-1,4,7,10-tetraoxadodecan-12-oic acid